[2,6-dimethoxy-4-[5-(1-methylpyrazol-4-yl)benzimidazol-1-yl]phenyl]-(2,2-dioxo-2λ6-thia-6-azaspiro[3.3]heptan-6-yl)methanone COC1=C(C(=CC(=C1)N1C=NC2=C1C=CC(=C2)C=2C=NN(C2)C)OC)C(=O)N2CC1(CS(C1)(=O)=O)C2